1-((R)-2-amino-3-cyclohexylpropionyl)-4-(5-(2-hydroxypropan-2-yl)-1H-1,2,3-triazol-1-yl)pyrrolidine-2-carboxamide hydrochloride Cl.N[C@@H](C(=O)N1C(CC(C1)N1N=NC=C1C(C)(C)O)C(=O)N)CC1CCCCC1